NC=1N=C2N(C=C(C=C2)C2=C(C(=CC=C2)F)C)C1C(CCCC)=O 1-(2-amino-6-(3-fluoro-2-methylphenyl)imidazo[1,2-a]pyridin-3-yl)pentan-1-one